(R)-N-(1-((dimethylamino)methyl)cyclopropyl)-2-phenylbutanamide CN(C)CC1(CC1)NC([C@H](CC)C1=CC=CC=C1)=O